FC=1C=C(C=NC1OC)N(C(=O)C1=C(N(C(=C1)C=1C=C2CCNCC2=CC1C(=O)N1CC2=CC=CC=C2C[C@H]1C)C)C)C1=CC=CC=C1 N-(5-fluoro-6-methoxy-3-pyridinyl)-1,2-dimethyl-5-[7-[(3R)-3-methyl-3,4-dihydro-1H-isoquinoline-2-carbonyl]-1,2,3,4-tetrahydroisoquinolin-6-yl]-N-phenyl-pyrrole-3-carboxamide